C1(CC1)C=1C=C(C=C2C(N(C=NC12)C1=CC(=CC=C1)C1(CC(C1)C)C1=NN=CN1C)=O)CN1C[C@H](CCC1)C 8-Cyclopropyl-3-(3-((1s,3R)-3-methyl-1-(4-methyl-4H-1,2,4-triazol-3-yl)cyclobutyl)phenyl)-6-(((S)-3-methylpiperidin-1-yl)methyl)quinazolin-4(3H)-one